C1(CC1)OC=1C=CC(=NC1)C1=NSC(=N1)NC1=NC=C(C(=O)NC2CC(C2)(F)F)C=C1 6-(3-(5-cyclopropoxypyridin-2-yl)-1,2,4-thiadiazol-5-ylamino)-N-(3,3-difluorocyclobutyl)nicotinamide